2,3,4,5-tetraaminopyridine tri-hydrochloride Cl.Cl.Cl.NC1=NC=C(C(=C1N)N)N